O2-benzyl O1-tert-butyl (2R,4R)-4-hydroxypyrrolidine-1,2-dicarboxylate O[C@@H]1C[C@@H](N(C1)C(=O)OC(C)(C)C)C(=O)OCC1=CC=CC=C1